CC\C=C/C\C=C/C\C=C/C\C=C/CCCCCCC (Z,Z,Z,Z)-3,6,9,12-Eicosatetraene